2-(((6'r,7a'r)-6'-fluorodihydro-1'h,3'h-spiro[cyclopropan-1,2'-pyrrolizine]-7a'(5'h)-yl)methoxy)quinazolin-4-ol F[C@H]1CN2CC3(C[C@@]2(C1)COC1=NC2=CC=CC=C2C(=N1)O)CC3